FS(C1=CC2=C(N=C(S2)N)C=C1)(F)(F)(F)F 6-(Pentafluorosulfanyl)benzo[d]thiazol-2-amine